P(=O)(O)([O-])[O-].[Cs+].[Cs+] dicesium hydrogenphosphate